NC=1C=C(C=CC1NC[C@H]1OCC1)CCC(=O)OCC Ethyl (S)-3-(3-amino-4-((oxetan-2-ylmethyl)amino)phenyl)propanoate